5-(5-amino-2-(2,6-difluorobenzyl)-7-(4-fluorophenyl)-[1,2,4]triazolo[1,5-c]pyrimidin-8-yl)-1-methylpyridin-2(1H)-one NC1=NC(=C(C=2N1N=C(N2)CC2=C(C=CC=C2F)F)C=2C=CC(N(C2)C)=O)C2=CC=C(C=C2)F